2-bromo-3-fluoro-6-(methoxymethyl)pyridine BrC1=NC(=CC=C1F)COC